OC1=C(C(N(C1=O)CCC1=CNC2=CC(=CC=C12)C)C1=CC=C(C(=O)OC)C=C1)C(C1=CN=CC=C1)=O methyl 4-(4-hydroxy-1-(2-(6-methyl-1H-indol-3-yl)ethyl)-3-nicotinoyl-5-oxo-2,5-dihydro-1H-pyrrol-2-yl)benzoate